CC=1C=CC=2N(C3=CC=CC=C3C2C1)NC(C1=CC=CC=C1)=O N-(3-methyl-9H-carbazol-9-yl)benzamide